5-fluoro-4-(8-fluoro-2-methylquinolin-6-yl)-N-(1-(methylsulfonyl)piperidin-4-yl)pyrimidin-2-amine FC=1C(=NC(=NC1)NC1CCN(CC1)S(=O)(=O)C)C=1C=C2C=CC(=NC2=C(C1)F)C